C1(CCC1)N1N=CC(=C1)C1=C(C(=O)O)C=C(C=C1)NC(=O)C1(CC1)C1=C(C=C(C=C1)C(F)(F)F)F 2-(1-cyclobutyl-1H-pyrazol-4-yl)-5-[({1-[2-fluoro-4-(trifluoromethyl)phenyl]cyclopropyl}carbonyl)amino]benzoic acid